3-hydroxy-3-methylglutaryl-Coenzyme A OC(CC(=O)SCCNC(CCNC([C@@H](C(COP(OP(OC[C@@H]1[C@H]([C@H]([C@@H](O1)N1C=NC=2C(N)=NC=NC12)O)OP(=O)(O)O)(=O)O)(=O)O)(C)C)O)=O)=O)(CC(=O)O)C